trans-N-BOC-4-aminocyclohexanol C(=O)(OC(C)(C)C)N[C@@H]1CC[C@H](CC1)O